ClC=1C(N(N(C(C1Cl)=O)CC(=O)O)C)=O 2-(4,5-dichloro-2-methyl-3,6-dioxo-pyridazin-1-yl)acetic acid